C(C)(C)(C)OC(=O)N[C@@H](COC1=CC=C(C(=O)O)C=C1)CN1N=CC=C1 (R)-4-(2-((tert-butoxycarbonyl)amino)-3-(1H-pyrazol-1-yl)propoxy)benzoic acid